3-formyl-5-(2-hydroxyethyl)benzamide C(=O)C=1C=C(C(=O)N)C=C(C1)CCO